ClC1=C(C=CC=C1)CN1N=C(C=C1C1=CC=C2C=CN(C2=C1)C)C(=O)OCC Ethyl 1-[(2-chlorophenyl)methyl]-5-(1-methyl-1H-indol-6-yl)-1H-pyrazole-3-carboxylate